C(C)S(=O)(=O)NC1=CC=C(C=C1)C(/C=C/C1=CC=C(OCCC(=O)O)C=C1)=O 3-[4-[(E)-3-[4-(Ethylsulfonylamino)phenyl]-3-oxoprop-1-enyl]phenoxy]propanoic acid